7-(4-cyclopropyl-3-fluoro-phenoxy)-1,2,3,4-tetrahydroisoquinoline C1(CC1)C1=C(C=C(OC2=CC=C3CCNCC3=C2)C=C1)F